S[SiH2]SCCC mercapto-propylmercapto-silane